tert-butyl 2-((diphenylmethylene)amino)-3-(3-fluorooxetan-3-yl)propanoate C1(=CC=CC=C1)C(C1=CC=CC=C1)=NC(C(=O)OC(C)(C)C)CC1(COC1)F